ClC(C#N)=C α-chloroacrylonitrile